4-Methylpyrrolo[1,2-a]pyrimidine-8-carboxylic acid CC1=CC=NC=2N1C=CC2C(=O)O